8-benzyl-2-(furan-2-ylmethyl)-6-(phenanthren-9-yl)imidazo[1,2-a]pyrazin-3(7H)-one C(C1=CC=CC=C1)C1=C2N(C=C(N1)C=1C3=CC=CC=C3C=3C=CC=CC3C1)C(C(=N2)CC=2OC=CC2)=O